2-hydroxy-5-[(4-sulfophenyl)azo]benzoic acid OC1=C(C(=O)O)C=C(C=C1)N=NC1=CC=C(C=C1)S(=O)(=O)O